(1R,2S,3R,5R)-3-(4-Amino-5-bromo-7H-pyrrolo[2,3-d]pyrimidin-7-yl)-5-(((((R)-piperidin-3-yl)methyl)amino)methyl)cyclopentane-1,2-diol NC=1C2=C(N=CN1)N(C=C2Br)[C@H]2[C@@H]([C@@H]([C@H](C2)CNC[C@H]2CNCCC2)O)O